NC=1C=2N(C=CN1)C(=NC2C2=CC=C(C(=O)NC1=NC=CC=C1)C=C2)[C@H]2N(CCC2)C(COCCOCCSC2=C1C(N(C(C1=CC=C2)=O)C2C(NC(CC2)=O)=O)=O)=O 4-(8-amino-3-((2S)-1-(2-(2-(2-((2-(2,6-dioxopiperidin-3-yl)-1,3-diOxoisoindoline-4-yl)thio)ethoxy)ethoxy)acetyl)pyrrolidin-2-yl)imidazo[1,5-a]pyrazin-1-yl)-N-(pyridin-2-yl)benzamide